2-(5-bromo-2-chlorophenyl)-1-methyl-1H-benzo[d]imidazole BrC=1C=CC(=C(C1)C1=NC2=C(N1C)C=CC=C2)Cl